BrC=1C=C(C(=NC1)N1CCN(CC1)C)NS(=O)(=O)C N-(5-Bromo-2-(4-methylpiperazin-1-yl)pyridin-3-yl)methanesulfonamide